3-(((6-chloro-3-ethyl-5-((((3R,4R)-3-hydroxypiperidin-4-yl)methyl)amino)pyrazolo[1,5-a]pyrimidin-7-yl)amino)methyl)benzonitrile ClC=1C(=NC=2N(C1NCC=1C=C(C#N)C=CC1)N=CC2CC)NC[C@@H]2[C@H](CNCC2)O